ClC=1C(=NC=CC1)N1CC(C1)C#N 3-chloropyridin-2-yl-azetidine-3-carbonitrile